ClC1=C(C(=NN1C)C1=NOC=C1)C=O 5-Chloro-3-(isoxazol-3-yl)-1-methyl-1H-pyrazole-4-carbaldehyde